FCCNC(=O)C=1N=C(OC1)CC1=CC=C(C=C1)C1=NOC(=N1)C(F)(F)F N-(2-fluoroethyl)-2-[[4-[5-(trifluoromethyl)-1,2,4-oxadiazol-3-yl]phenyl]methyl]-4-Oxazolecarboxamide